(25R)-5β-Spirostan-3β-ol C[C@H]1[C@H]2[C@H](C[C@H]3[C@@H]4CC[C@@H]5C[C@H](CC[C@]5(C)[C@H]4CC[C@]23C)O)O[C@]12CC[C@@H](C)CO2